(3-ethylureido)cyclohexane-1-carboxamide C(C)NC(NC1(CCCCC1)C(=O)N)=O